2-(Methylsulfonyl)ethyl N-(2-((S)-1-(2,3-difluorobenzyl)-5-oxopyrrolidin-2-yl)acetyl)-O-methyl-L-threoninate FC1=C(CN2[C@@H](CCC2=O)CC(=O)N[C@@H]([C@H](OC)C)C(=O)OCCS(=O)(=O)C)C=CC=C1F